(2R)-4-[[5-(2-chloro-6-methyl-4-pyridinyl)-4-(3-cyanophenyl)thiazol-2-yl]carbamoyl]piperazine-2-carboxylic acid ClC1=NC(=CC(=C1)C1=C(N=C(S1)NC(=O)N1C[C@@H](NCC1)C(=O)O)C1=CC(=CC=C1)C#N)C